6-methylpicolinaldehyde CC1=CC=CC(=N1)C=O